(1S,3S)-3-((6-(5-((2-(cyclopropyl-methyl)-2H-tetrazol-5-yl)methyl)-1-methyl-1H-1,2,3-triazol-4-yl)-2-methylpyridin-3-yl)oxy)cyclohexane-1-carboxylic acid C1(CC1)CN1N=C(N=N1)CC1=C(N=NN1C)C1=CC=C(C(=N1)C)O[C@@H]1C[C@H](CCC1)C(=O)O